4-nitrophenyl carbonate (1R,3S)-3-{5-[(1-oxo-2,3-dihydro-1H-isoindol-5-yl)amino]-1H-pyrazol-3-yl}cyclopentyl-carbonate O=C1NCC2=CC(=CC=C12)NC1=CC(=NN1)[C@@H]1C[C@@H](CC1)OC(O)=O.C(OC1=CC=C(C=C1)[N+](=O)[O-])(O)=O